(1r,4r)-4-(((2,2,2-trifluoroethyl)amino)methyl)cyclohexan-1-amine hydrochloride Cl.FC(CNCC1CCC(CC1)N)(F)F